COC(=O)C=1C=CC2=C(CCO2)C1N 4-Amino-2,3-dihydrobenzofuran-5-carboxylic acid methyl ester